1-(1H-benzo[d]imidazol-5-yl)-3-(5-methoxy-2,2-dimethyl-2H-chromen-6-yl)urea N1C=NC2=C1C=CC(=C2)NC(=O)NC=2C(=C1C=CC(OC1=CC2)(C)C)OC